2,6-dichloro-4-(1,2,3,4-tetrahydrobenzo[4,5]thieno[3,2-c]pyridin-8-yl)-N-(1,3,5-trimethyl-1H-pyrazol-4-yl)benzenesulfonamide ClC1=C(C(=CC(=C1)C=1C=CC2=C(C=3CNCCC3S2)C1)Cl)S(=O)(=O)NC=1C(=NN(C1C)C)C